NC1=CC(=C(C#N)C=C1)C=1C=C2C3(C(N(CC2=CN1)C1=C(C(=CC(=C1F)OC)OC)F)=O)CC3 4-amino-2-(2'-(2,6-difluoro-3,5-dimethoxyphenyl)-3'-oxo-2',3'-dihydro-1'h-spiro[cyclopropane-1,4'-[2,7]naphthyridin]-6'-yl)benzonitrile